C(C)(C)NC(COC=1C=C(C(=O)[O-])C=CC1)=O 3-[2-(isopropylamino)-2-oxoethoxy]benzoate